[Si](C)(C)(C(C)(C)C)OC1=CC=C(C=C1)C(C(=O)OC)C methyl 2-(4-((tert-butyldimethylsilyl)oxy)phenyl)propanoate